C(C1=CC=CC=C1)=[Ru-2](Cl)Cl benzylideneruthenium(II) dichloride